4-((S)-4,4-difluoro-1-((S)-1-oxo-1-((1-(2,3,4-trifluorobenzyl)-1H-imidazol-4-yl)amino)propan-2-yl)piperidin-3-yl)pyridine 1-oxide FC1([C@H](CN(CC1)[C@H](C(NC=1N=CN(C1)CC1=C(C(=C(C=C1)F)F)F)=O)C)C1=CC=[N+](C=C1)[O-])F